2-(furan-3-yl)-1-(2-(4-phenylimidazol-2-yl)piperidin-1-yl)ethan-1-one Methyl-6-(3-(2,2,2-trifluoroethyl)azetidin-1-yl)quinoline-4-carboxylate COC(=O)C1=CC=NC2=CC=C(C=C12)N1CC(C1)CC(F)(F)F.O1C=C(C=C1)CC(=O)N1C(CCCC1)C=1NC=C(N1)C1=CC=CC=C1